C(C#CC)(=O)N1[C@@H](C[C@H](CC1)N1N=NC=2C(=NC=3C(=C(C(=CC3C21)Cl)C2=C(C(=CC=C2)Cl)Cl)Cl)OC[C@H]2N(CCC2)C)CC#N ((2S,4S)-1-(but-2-ynoyl)-4-(6,8-dichloro-7-(2,3-dichlorophenyl)-4-(((S)-1-methylpyrrolidin-2-yl)methoxy)-1H-[1,2,3]triazolo[4,5-c]quinolin-1-yl)piperidin-2-yl)acetonitrile